The molecule is a glucosyl-N(6)-isopentenyladenine in which the glucosyl moiety is in the pyranose form, has alpha-D-configuration and is located at position N-9. It is a glucosyl-N(6)-isopentenyladenine and a N-glycosyl compound. CC(=CCNC1=C2C(=NC=N1)N(C=N2)[C@@H]3[C@@H]([C@H]([C@@H]([C@H](O3)CO)O)O)O)C